C(C)OC=1C(=NC=CC1)C(C(=O)O)(F)F 2-(3-ethoxypyridin-2-yl)-2,2-difluoroacetic acid